O=C1NC(CCC1N1C(C2=CC=CC(=C2C1)NC(CCCCC(=O)NC1=C2CN(C(C2=CC=C1)=O)C1C(NC(CC1)=O)=O)=O)=O)=O N1,N6-Bis(2-(2,6-dioxopiperidin-3-yl)-1-oxoisoindolin-4-yl)adipamide